3-(3,4-epoxycyclohexyl)propyltriethoxysilane C1(CC2C(CC1)O2)CCC[Si](OCC)(OCC)OCC